[3,5-di(tert-butyl)-4-hydroxybenzyl]phosphonic acid C(C)(C)(C)C=1C=C(CP(O)(O)=O)C=C(C1O)C(C)(C)C